4-amino-6-methoxyimino-5,5-dimethyl-benzo[h]quinazolin-8-ol NC1=NC=NC=2C3=C(C(C(C12)(C)C)=NOC)C=C(C=C3)O